IC=1C=C(C=CC1C)C=1OC(C(N1)=CC=1SC=CC1)=O 2-(3-iodo-4-methylphenyl)-4-(thiophen-2-ylmethylene)oxazol-5(4H)-one